ClC=1C=C(C=CC1C(NC1CC1)=O)B(O)O 3-chloro-4-(cyclopropylcarbamoyl)phenylboronic acid